17-oxo-4,7,10,13-tetraoxa-16-azanonadecanoic acid O=C(NCCOCCOCCOCCOCCC(=O)O)CC